C(#N)C1=CC(=C(COC2=CC=CC(=N2)C2=CC=C(C=3CCOC32)CC3=NC2=C(N3C[C@H]3OCC3)C=C(C=C2)C(=O)OC)C=C1)F (S)-methyl 2-((7-(6-((4-cyano-2-fluorobenzyl) oxy) pyridin-2-yl)-2,3-dihydrobenzofuran-4-yl) methyl)-1-(oxetan-2-ylmethyl)-1H-benzo[d]imidazole-6-carboxylate